COC1=NC(=NC=C1C(F)(F)F)NN [4-methoxy-5-(trifluoromethyl)pyrimidin-2-yl]hydrazine